(3-((3S,4S)-4-amino-3-methyl-2-oxa-8-azaspiro[4.5]decan-8-yl)-6-(3-chloro-2-(3-(methoxymethyl)-3-methylazetidin-1-yl)pyridin-4-ylthio)pyrazin-2-yl)methanol N[C@@H]1[C@@H](OCC12CCN(CC2)C=2C(=NC(=CN2)SC2=C(C(=NC=C2)N2CC(C2)(C)COC)Cl)CO)C